6-(3-oxo-benzo[d]isothiazol-2(3H)-yl)nicotinonitrile O=C1N(SC2=C1C=CC=C2)C2=NC=C(C#N)C=C2